(3S)-1-{2-[1-(4-tert-butylphenyl)-1H-pyrazol-4-yl]-1,3-thiazole-4-carbonyl}-3-methylpiperazine C(C)(C)(C)C1=CC=C(C=C1)N1N=CC(=C1)C=1SC=C(N1)C(=O)N1C[C@@H](NCC1)C